C(C)(=O)OCCCCC(=O)[O-] 5-acetoxypentanoate